4-(2-((benzyloxy)methyl)-5-chloro-3-methyl-3H-imidazo[4,5-b]pyridin-7-yl)morpholine C(C1=CC=CC=C1)OCC1=NC=2C(=NC(=CC2N2CCOCC2)Cl)N1C